tert-butyl (R)-3-(2-fluoro-4-(4-methyl-1H-1,2,3-triazol-1-yl)-N-(8-methylisoquinolin-1-yl)benzamido)piperidine-1-carboxylate FC1=C(C(=O)N(C2=NC=CC3=CC=CC(=C23)C)[C@H]2CN(CCC2)C(=O)OC(C)(C)C)C=CC(=C1)N1N=NC(=C1)C